(2-bromo-1,3-oxazol-4-yl)methanol BrC=1OC=C(N1)CO